O1COC2=C1C=CC=C2C2=CC=CC=1OCOC12 4,4'-Bi-1,3-benzodioxole